chloro-4,5,6',7'-tetrahydro-2H,5'H-spiro[furan-3,8'-quinoline]-1'-oxide ClC1=[N+](C=2C3(CCCC2C=C1)COCC3)[O-]